FC=1C=CC(=C(C1)C(C(=O)O)N1C(C2=CC(=CC=C2C1)C1=CC=C(C=C1)C1CCN(CC1)C)=O)OCOC 2-[5-fluoro-2-(methoxymethoxy)phenyl]-2-[6-[4-(1-methyl-4-piperidinyl)-phenyl]-1-oxo-isoindolin-2-yl]acetic acid